CC1C(CC(CC1)NC(C)CC)NC(C)CC 4-methyl-N1,N3-di-sec-butyl-cyclohexane-1,3-diamine